C1(CCCCC1)[C@@H](C(=O)NC1=CC2=C(S1)CC(C2)(C(NC)=O)N2C(NC(C2)C)=O)NC(=O)C2=CC=NN2C N-((1S)-1-cyclohexyl-2-((5-(4-methyl-2-oxoimidazolidin-1-yl)-5-(methylcarbamoyl)-5,6-dihydro-4H-cyclopenta[b]thiophen-2-yl)amino)-2-oxoethyl)-1-methyl-1H-pyrazole-5-carboxamide